4-(4-(3-(6-(4-isopropyl-4H-1,2,4-triazol-3-yl)pyridin-2-yl)-2-oxoimidazolidin-1-yl)phenyl)-6-methylmorpholin-3-one C(C)(C)N1C(=NN=C1)C1=CC=CC(=N1)N1C(N(CC1)C1=CC=C(C=C1)N1C(COC(C1)C)=O)=O